ClC1=C(C=NC(=C1)Cl)CNC1=C(C(=CC(=C1F)OC)OC)F N-[(4,6-dichloropyridin-3-yl)methyl]-2,6-difluoro-3,5-dimethoxyaniline